BrC=1C=C(C=CC1)C(\C=C\C1=CC(=CC=C1)Br)=O (E)-1,3-bis(3-bromophenyl)-prop-2-en-1-one